CC1(OB(OC1(C)C)C1=CC=C2C=NN(C2=C1)C(=O)OC(C)(C)C)C tert-butyl 6-(4,4,5,5-tetramethyl-1,3,2-dioxaborolan-2-yl)-1H-indazole-1-carboxylate